6-fluoro-4-Hydroxy-2-naphthoic acid FC=1C=C2C(=CC(=CC2=CC1)C(=O)O)O